F[C@H](C(=O)NC1=CC=C(C=C1)NCC1=CC=C(C=C1)O)[C@@H](CCCCC)F (2R,3R)-2,3-difluoro-N-(4-((4-hydroxybenzyl)amino)phenyl)octanamide